F[B-](F)(F)F.C(C)[N+]1(CCCCC1)C N-ethyl-N-methyl-piperidinium tetrafluoroborate